Cl.Cl.FC1=CC(=CC2=CN(N=C12)C)C=1C=CC(=C(C1)O)C1=CN=C(N=N1)N1CC(NCC1)C 5-(7-fluoro-2-methyl-2H-indazol-5-yl)-2-[3-(3-methylpiperazin-1-yl)-1,2,4-triazin-6-yl]phenol dihydrochloride